(3,5-dicyclohexyl-4-hydroxyphenyl) propanoate C(CC)(=O)OC1=CC(=C(C(=C1)C1CCCCC1)O)C1CCCCC1